2-((4,5-dihydro-2H,3'H-spiro[furan-3,1'-isobenzofuran]-5'-yl)oxy)acetic acid C12(OCC3=CC(=CC=C13)OCC(=O)O)COCC2